C(CCC)C=1C=CC(=NC1)C(=O)NC1=CC(=C(C=C1)F)F 5-butyl-N-(3,4-difluorophenyl)picolinamide